FC1=C(C=CC(=C1)C(C)(C)NC)[S@](=O)(N)=NC(NC1=C2CCCC2=CC=2CCCC12)=O (S)-2-fluoro-N'-((1,2,3,5,6,7-hexahydro-s-indacen-4-yl)carbamoyl)-4-(2-(methylamino)propan-2-yl)benzenesulfonimidamide